ClC1=C(C=CC=C1B1OC(C(O1)(C)C)(C)C)NC(=O)C1=NN2C([C@H](CCC2)N2CCC(CC2)C(=O)OC)=C1 methyl 1-[(4S)-2-[[2-chloro-3-(4,4,5,5-tetramethyl-1,3,2-dioxaborolan-2-yl)phenyl]carbamoyl]-4,5,6,7-tetrahydropyrazolo[1,5-a]pyridin-4-yl]piperidine-4-carboxylate